1-(2-amino-2-carboxyethyl)pseudouridine triphosphate P(O)(=O)(OP(=O)(O)OP(=O)(O)O)OC[C@@H]1[C@H]([C@H]([C@@H](O1)C1=CN(C(=O)NC1=O)CC(C(=O)O)N)O)O